Cis-racemic-benzyl 5-[(7-[(1-methoxypropan-2-yl)carbamoyl]-5-{[2-(trimethylsilyl)eth-oxy]methyl}-5H-pyrrolo[2,3-b]pyrazin-2-yl)oxy]-2-methylpiperidine-1-carboxylate COC[C@@H](C)NC(=O)C1=CN(C2=NC=C(N=C21)O[C@@H]2CC[C@@H](N(C2)C(=O)OCC2=CC=CC=C2)C)COCC[Si](C)(C)C |&1:3|